CN(C1=CC=2OC(C(=CC2S1)C(=O)O)=O)CC1CN(CCCC1)C 2-[Methyl-(1-methyl-azepan-3-ylmethyl)-amino]-5-oxo-5H-thieno[3,2-b]pyran-6-carboxylic acid